C(C1=CC=CC=C1)OC=1C=C(C=CC1OC)C=1C=2N(C(=NC1C1=CC(=C(C=C1)C#N)F)N1CCC(CC1)NC([O-])=O)C(=CN2)C 1-(8-(3-(benzyloxy)-4-methoxyphenyl)-7-(4-cyano-3-fluorophenyl)-3-methylimidazolo[1,2-c]pyrimidin-5-yl)piperidin-4-ylcarbamate